O[C@@H]1CN(C[C@@H]1O)CC1CNC(O1)=O 5-[[cis-3,4-dihydroxypyrrolidin-1-yl]methyl]oxazolidin-2-one